BrC=1C=CC=2C3=C(C4=CC=CC=C4C2C1)C(C(C3(F)F)(F)F)(F)F 6-bromo-1,1,2,2,3,3-hexafluoro-1H,2H,3H-cyclopenta[l]phenanthrene